3-Hydroxypropane-1,2-diyl dipalmitate C(CCCCCCCCCCCCCCC)(=O)OCC(CO)OC(CCCCCCCCCCCCCCC)=O